3-nitro-5-(trifluoromethyl)-1H-pyridine-2-thione [N+](=O)([O-])C=1C(NC=C(C1)C(F)(F)F)=S